1-[6-(3-cyano-5-methyl-pyrazol-1-yl)-5-(hydroxyethyl)-2-pyridyl]benzimidazole-5-carbonitrile C(#N)C1=NN(C(=C1)C)C1=C(C=CC(=N1)N1C=NC2=C1C=CC(=C2)C#N)CCO